N-(9,9-diphenylfluoren-2-yl)-N-(6-phenyl-1,1':4',1''-terphenyl-4-yl)amine C1(=CC=CC=C1)C1(C2=CC=CC=C2C=2C=CC(=CC12)NC1=CC=C(C(=C1)C1=CC=CC=C1)C1=CC=C(C=C1)C1=CC=CC=C1)C1=CC=CC=C1